2-[4-chloro-3-fluoro-2-(methoxymethoxy)phenyl]-4,4,5,5-tetramethyl-1,3,2-dioxaborolane ClC1=C(C(=C(C=C1)B1OC(C(O1)(C)C)(C)C)OCOC)F